C(N)(OC1=C(C=CC(=C1)F)C1=C(C=C(C(=C1)Cl)C(NC=1C=NC(=C(C1)Cl)N1N=CC=N1)=O)F)=O 5'-chloro-4'-((5-chloro-6-(2H-1,2,3-triazol-2-yl)pyridin-3-yl)carbamoyl)-2',4-difluoro-[1,1'-biphenyl]-2-yl carbamate